tert-butyl 9-cyclopropoxy-2-(4-cyclopropyl-2-(methoxymethoxy)phenyl)-2,3,4,5a,6,7,8,9-octahydro-5H-1,2,5,7-tetraazabenzo[cd]azulene-5-carboxylate C1(CC1)OC1CNCC2C3=C(N(N=C13)C1=C(C=C(C=C1)C1CC1)OCOC)CCN2C(=O)OC(C)(C)C